[Cr](=O)(=O)([O-])O[Cr](=O)(=O)[O-] dichromat